2,3-dimethoxy-N-[(3R)-piperidin-3-yl]acridin-9-amine COC1=CC2=C(C3=CC=CC=C3N=C2C=C1OC)N[C@H]1CNCCC1